CC1=C(C=2N(N=C1N1CC=3C=C(C=NC3CC1)C1=CC=NN1C)C(C=CN2)=O)C 8,9-dimethyl-7-(3-(1-methyl-1H-pyrazol-5-yl)-7,8-dihydro-1,6-naphthyridin-6(5H)-yl)-4H-pyrimido[1,2-b]pyridazin-4-one